C(#N)CC(=O)N1C[C@@H]([C@@H](CC1)C)N(C=1C2=C(N=CN1)N(C=C2)C(=O)NCCNC(OC(C)(C)C)=O)C tert-butyl (2-(4-(((3R,4R)-1-(2-cyanoacetyl)-4-methylpiperidin-3-yl)(methyl)amino)-7H-pyrrolo[2,3-d]pyrimidine-7-carboxamido) ethyl)carbamate